N-[9-[(2R,6S)-6-[[bis(4-methoxyphenyl)-phenyl-methoxy]methyl]-6-(triisopropylsilyl-oxymethyl)morpholin-2-yl]-6-oxo-1H-purin-2-yl]-2-methyl-propanamide COC1=CC=C(C=C1)C(OC[C@]1(O[C@H](CNC1)N1C=2N=C(NC(C2N=C1)=O)NC(C(C)C)=O)CO[Si](C(C)C)(C(C)C)C(C)C)(C1=CC=CC=C1)C1=CC=C(C=C1)OC